NC1=C(C=C(C=C1)C=1C=C2OC=3C=C(C=CC3N(C2=CC1)CCN1CCOCC1)C1=CC(=C(N)C=C1)C(F)(F)F)C(F)(F)F 4-(7-[4-amino-3-(trifluoromethyl)phenyl]-10-[2-(morpholin-4-yl)ethyl]phenoxazin-3-yl)-2-(trifluoromethyl)aniline